ClC1=CC=C(C(=C1C(=O)NC1=C2C(N(CC2=CC=C1)C(CO)C(C)C)=O)F)C 6-chloro-2-fluoro-N-(2-(1-hydroxy-3-methylbutan-2-yl)-3-oxoisoindolin-4-yl)-3-methylbenzamide